COC1=CC=C(C=C1)C1=NN2C(=NC=3C(=CC=CC3C2=N1)C(=C)C(F)(F)F)NC=1C(N=CC=CC1)=O (3R)-3-{[2-(4-methoxyphenyl)-7-(3,3,3-trifluoroprop-1-en-2-yl)[1,2,4]triazolo[1,5-c]quinazolin-5-yl]amino}azepin-2-one